Tert-butyl ((6-(4-(3-chloro-5-cyano-4-cyclopropoxyphenoxy)phenyl)quinoxalin-2-yl)methyl)(methylsulfonyl)carbamate ClC=1C=C(OC2=CC=C(C=C2)C=2C=C3N=CC(=NC3=CC2)CN(C(OC(C)(C)C)=O)S(=O)(=O)C)C=C(C1OC1CC1)C#N